BrC1=CC=C(OC[C@@H]2COC[C@@](O2)(C)COC)C=C1 (2R,6S)-6-((4-bromophenoxy)methyl)-2-(methoxymethyl)-2-methyl-1,4-dioxane